5-chloro-2-(3-cyclopropyl-1H-pyrazol-4-yl)quinoxaline di-sodium phosphate dihydrate O.O.P(=O)([O-])([O-])O.[Na+].[Na+].ClC1=C2N=CC(=NC2=CC=C1)C=1C(=NNC1)C1CC1